NC1=CC=C(C=N1)C=1C=C(C=CC1)S(=O)(=O)N1CCC2(C[C@@H](CO2)NC[C@@H](COC=2C=C(C=CC2)S(=O)(=O)NC)O)CC1 3-((S)-3-((S)-8-(3-(6-aminopyridin-3-yl)phenylsulfonyl)-1-oxa-8-azaspiro[4.5]dec-3-ylamino)-2-hydroxypropoxy)-N-methylbenzenesulfonamide